2-(2-(1,1-difluoroethyl)phenyl)-N-((1-(1-methyl-4-(trifluoromethyl)-1H-imidazol-2-yl)piperidin-4-yl)methyl)pyrido[2,3-d]pyrimidin-4-amine FC(C)(F)C1=C(C=CC=C1)C=1N=C(C2=C(N1)N=CC=C2)NCC2CCN(CC2)C=2N(C=C(N2)C(F)(F)F)C